ClC=1C=C(C=NC1N1N=CC(=N1)COC)NC(=O)C=1C=NN(C1C(F)(F)F)C1=C2C=CC=NC2=CC=C1 N-(5-Chloro-6-(4-(methoxymethyl)-2H-1,2,3-triazol-2-yl)pyridin-3-yl)-1-(chinolin-5-yl)-5-(trifluoromethyl)-1H-pyrazol-4-carboxamid